C(C1=CC=CC=C1)C1=C(C=CC(=C1)C)\C=C\OC (e)-2-benzyl-1-(2-methoxyvinyl)-4-methylbenzene